3-(4-methylphenyl)isoquinoline CC1=CC=C(C=C1)C=1N=CC2=CC=CC=C2C1